ClC1=CC=CC=2C(N=C3N(C12)C1=CC(=CC=C1C3(C)C)C=3C=NNC3)=O chloro-7,7-dimethyl-10-(1H-pyrazol-4-yl)indolo[1,2-a]quinazolin-5(7H)-one